C(CC)S(=O)(=O)OO.[NH+]1=CC=CC=C1 Pyridinium hydroxy propanesulfonate